(methyl)phosphoramidic acid CNP(O)(O)=O